C(#N)C1=C(C=CC=C1)S(=O)(=O)C(C)(C)C1CCN(CC1)C(=O)NC1=CN=NC=C1 4-(2-((2-cyanophenyl)sulfonyl)propan-2-yl)-N-(pyridazin-4-yl)piperidine-1-carboxamide